C(C)SC1=NOC(C1)(C)C 3-(ethylsulfanyl)-5,5-dimethyl-4,5-dihydro-1,2-oxazole